CC=1SC2=C(N1)C=C(C(=C2)N(CCOCCOS(=O)(=O)C2=CC=C(C=C2)C)C(C)C)C.ClC2=CC=C(N=N2)C(C(=O)N)C2=C(C=CC=C2Cl)Cl 2-(6-chloropyridazin-3-yl)-2-(2,6-dichlorophenyl)acetamide 2-(2-((2,5-dimethylbenzothiazol-6-yl)(isopropyl)amino)ethoxy)ethyl-4-methylbenzenesulfonate